O=C(C(=O)C[C@@H](O)[C@H](O)[C@H](O)CO)[O-] 2-dehydro-3-deoxyarabinoheptonate